4,5-dihydro-5-oxo-1-(4-sulfophenyl)-4-[4-sulfophenyl-azo]-1H-pyrazole O=C1C(C=NN1C1=CC=C(C=C1)S(=O)(=O)O)N=NC1=CC=C(C=C1)S(=O)(=O)O